2-(Pyridin-4-yl)-2,3-dihydro-1H-isoindol-5-ol N1=CC=C(C=C1)N1CC2=CC=C(C=C2C1)O